5-(5-fluoro-3-pyridinyl)-3,6-dimethyl-pyrazolo[1,5-a]pyrimidin-7-ol FC=1C=C(C=NC1)C1=NC=2N(C(=C1C)O)N=CC2C